BrC1=CC=C(C=C1)C1=NN=C(S1)N (4-bromophenyl)-1,3,4-thiadiazole-2-amine